C(C)(C)(C)OC(=O)N1C(=C(C2=NC=C(C=C21)C(F)(F)F)F)C2=NC1=CC(=CC=C1C=C2S(=O)(=O)CC)NC(=O)OCC 1-(tert-butoxycarbonyl)-2-(7-ethoxycarbonylamino-3-ethylsulfonyl-quinolin-2-yl)-3-fluoro-6-trifluoromethyl-1H-pyrrolo[3,2-b]pyridine